3-ethyl-4-(4,4,5,5-tetramethyl-1,3,2-dioxaborolan-2-yl)phenol C(C)C=1C=C(C=CC1B1OC(C(O1)(C)C)(C)C)O